N,N-diethylpropynamide C(C)N(C(C#C)=O)CC